N-(7-methoxy-4-(1-methyl-3-phenyl-1H-pyrazol-4-yl)pyrido[3,2-d]pyrimidin-6-yl)-1-(trifluoromethyl)cyclopropane-1-carboxamide COC1=CC=2N=CN=C(C2N=C1NC(=O)C1(CC1)C(F)(F)F)C=1C(=NN(C1)C)C1=CC=CC=C1